C(C)OC(=O)C1=NN(C=2C(N(CCC21)C2=CC=C1CCN(C(C1=C2)=O)C)=O)COCC[Si](C)(C)C 6-(2-Methyl-1-oxo-1,2,3,4-tetrahydroisoquinolin-7-yl)-7-oxo-1-((2-(trimethylsilyl)ethoxy)methyl)-4,5,6,7-tetrahydro-1H-pyrazolo[3,4-c]pyridine-3-carboxylic acid ethyl ester